C(CCCCCCCCC\C=C/CCCCCC)=O Z-11-octadecenal